O=C(CCC(C(=O)O)(C(C(Cl)(Cl)Cl)=O)CCC(C)=O)C (Dl)-5-oxo-2-(3-oxobutyl)-2-(trichloroacetyl)hexanoic acid